(S)-4-(benzyloxy)-2-methyl-1-butanol C(C1=CC=CC=C1)OCC[C@@H](CO)C